C12CCCC(CCC1)N2 9-azabicyclo[3.3.1]Nonane